C(#N)N1C[C@@H](CC1)C(=O)NC=1SC2=C(N1)C=CC(=C2)C=2C=NN(C2)CC (R)-1-cyano-N-(6-(1-ethyl-1H-pyrazol-4-yl)benzo[d]thiazol-2-yl)pyrrolidine-3-carboxamide